2-[4-[4-[2-[[4-[4-(1-tert-butoxycarbonylisonipecotoyl)piperazine-1-carbonyl]-3-chloro-phenyl]carbamoyl]-3-methyl-imidazol-4-yl]-2,3-difluoro-phenyl]-3-methyl-pyrazol-1-yl]acetic acid C(C)(C)(C)OC(=O)N1CCC(C(=O)N2CCN(CC2)C(=O)C2=C(C=C(C=C2)NC(=O)C2=NC=C(N2C)C2=C(C(=C(C=C2)C=2C(=NN(C2)CC(=O)O)C)F)F)Cl)CC1